B(O)(O)O.C(CC=C)CC(O)(C)C(C)(C)O (3-buten-1-yl)pinacol borate